O1N[C@@H](CC1)C=1C=C(C=NC1)C#N 5-[(3S)-isoxazolidin-3-yl]Pyridine-3-carbonitrile